ClC1=NC(=CC(=C1)C1=NN(C=C1C(=O)NNC(NC)=S)CC(C)C)Cl 2-(3-(2,6-dichloropyridin-4-yl)-1-isobutyl-1H-pyrazole-4-carbonyl)-N-methylhydrazine-1-thiocarboxamide